(E)-α-cyano-3-hydroxymethyl-4-hydroxycinnamic acid C(#N)/C(/C(=O)O)=C\C1=CC(=C(C=C1)O)CO